((2,4-dioxo-1,3-diazaspiro[4.4]nonane-7-yl)methyl)azetidine-1-sulfonamide O=C1NC2(C(N1)=O)CC(CC2)CC2N(CC2)S(=O)(=O)N